(R)-N-(2,5-diaminopentyl)-6-(pyridin-4-yl)-1H-indole-2-carboxamide dihydrochloride Cl.Cl.N[C@@H](CNC(=O)C=1NC2=CC(=CC=C2C1)C1=CC=NC=C1)CCCN